5-chloro-6-iodo-1,3-dihydroisobenzofuran ClC=1C=C2COCC2=CC1I